selenocysteine N[C@@H](C[SeH])C(=O)O